4-Fluorobenzyl (7-(difluoromethyl)-1-hydroxy-1,3-dihydrobenzo[c][1,2]oxaborole-6-carbonyl)-L-valinate FC(C1=C(C=CC2=C1B(OC2)O)C(=O)N[C@@H](C(C)C)C(=O)OCC2=CC=C(C=C2)F)F